CC1(OC2=C(C1)C=C(C(=C2)N2CCOCC2)NC(=O)C=2C=NN1C2N=CC(=C1)C(=O)N)C N3-(2,2-dimethyl-6-morpholino-2,3-dihydrobenzofuran-5-yl)pyrazolo[1,5-a]pyrimidine-3,6-dicarboxamide